[Na+].S(=O)(=O)([O-])C1=C(C(=O)O)C=CC=C1C(=O)O sulfoisophthalic acid monosodium salt